7,7'-(4,4-bis(2-ethylhexyl)-4H-silolo[3,2-b:4,5-b']dithiophene-2,6-diyl)bis(5,6-difluoro-4-iodobenzo[c][1,2,5]thiadiazole) C(C)C(C[Si]1(C2=C(SC(=C2)C2=C(C(=C(C=3C2=NSN3)I)F)F)C=3SC(=CC31)C3=C(C(=C(C=1C3=NSN1)I)F)F)CC(CCCC)CC)CCCC